C(#N)C1=C(C=C(C=C1)C1=CN=C(S1)NC(=O)C1CCN(CC1)C)O N-(5-(4-cyano-3-hydroxyphenyl)thiazol-2-yl)-1-methylpiperidine-4-carboxamide